(S)-1-((2R,3R)-3-allyloxiran-2-yl)ethan-1-ol C(C=C)[C@@H]1[C@H](O1)[C@H](C)O